C(C)(C)(C)OC(=O)N1CCC(CC1)C=1C=NC(=CC1OC)N 4-(6-amino-4-methoxypyridin-3-yl)-piperidine-1-carboxylic acid tert-butyl ester